FC1=C(C=CC=C1)NC1=NC=2C(N=C1NCCC)=NON2 N5-(2-fluorophenyl)-N6-propyl[1,2,5]oxadiazolo[3,4-b]pyrazine-5,6-diamine